C(#N)CC1CCC(CC1)N1C(=NC=2C1=C1C(=NC2)NC=C1)CC(=O)NC1CCSCC1 2-(1-((1r,4r)-4-(cyanomethyl)cyclohexyl)-1,6-dihydroimidazo[4,5-d]pyrrolo[2,3-b]pyridin-2-yl)-N-(tetrahydro-2H-thiopyran-4-yl)acetamide